2-(6-(6-aminospiro[3.3]heptan-2-yl)-7H-pyrrolo[2,3-c]pyridazin-3-yl)phenol NC1CC2(CC(C2)C2=CC3=C(N=NC(=C3)C3=C(C=CC=C3)O)N2)C1